CC([C@H](CN1N=CC(=C1)C=1N=C(C=2N(C1)N=CC2)C=2C=NN(C2)C(CC)CC)O)(C)O (S)-3-methyl-1-(4-(4-(1-(pent-3-yl)-1H-pyrazol-4-yl)pyrazolo[1,5-a]pyrazin-6-yl)-1H-pyrazol-1-yl)butane-2,3-diol